ClC=1C=C(C=CC1F)NC1=NC=2N(C=C1)N=CC2NC(=O)NC2=NC(N(C=C2F)C2OC(C(C2O)O)C)=O 1-(5-((3-chloro-4-fluorophenyl)amino)-pyrazolo[1,5-a]pyrimidin-3-yl)-3-(1-(3,4-dihydroxy-5-methyltetrahydrofuran-2-yl)-5-fluoro-2-oxo-1,2-dihydropyrimidin-4-yl)-urea